3-fluoro-5-(methylsulfonyl)-benzoic acid FC=1C=C(C(=O)O)C=C(C1)S(=O)(=O)C